7-methyl-4-(5-(4-(2-oxopiperidin-1-yl)phenyl)pyridin-3-yl)-8,9-dihydropyrido[3',2':4,5]pyrrolo[1,2-a]pyrazin-6(7H)-one CN1C(C=2N(CC1)C1=C(C2)C(=CC=N1)C=1C=NC=C(C1)C1=CC=C(C=C1)N1C(CCCC1)=O)=O